1-(2-(5-chloro-2-(trifluoromethyl)benzyl)-2,8-diazaspiro[4.5]decane-8-carbonyl)-4-(trifluoromethyl)-1H-pyrazole-3-carboxylic acid ClC=1C=CC(=C(CN2CC3(CC2)CCN(CC3)C(=O)N3N=C(C(=C3)C(F)(F)F)C(=O)O)C1)C(F)(F)F